1-bromo-3,3-dimethylcyclobutane-1-carboxylic acid BrC1(CC(C1)(C)C)C(=O)O